3-(2-methyl-4-pyridyl)-1,2,4-thiadiazole CC1=NC=CC(=C1)C1=NSC=N1